(2-(4-bromophenyl)-4-(4-fluorophenyl)oxazol-5-yl)-3-(2-(2-oxo-2,3-dihydro-1H-benzo[d]imidazol-5-yl)ethyl)oxazolidin-4-one BrC1=CC=C(C=C1)C=1OC(=C(N1)C1=CC=C(C=C1)F)C1OCC(N1CCC1=CC2=C(NC(N2)=O)C=C1)=O